2-((2,2-difluoroethoxy)-methoxy)-1,1,1-trifluoro-ethane FC(COCOCC(F)(F)F)F